OCC1=C(C=C(C(=O)N)C=C1)C1=CC2=C(NC(=N2)C)C=C1 4-(hydroxymethyl)-3-(2-methyl-1H-benzimidazol-5-yl)benzamide